C1(CC1)N(C1=C(C(=NC=N1)NCC1CCN(CC1)CC(=O)N)F)CC1=C(C=C(C=C1)C(F)(F)F)C 2-(4-(((6-(cyclopropyl(2-methyl-4-(trifluoromethyl)benzyl)amino)-5-fluoropyrimidin-4-yl)amino)methyl)piperidin-1-yl)acetamide